(2S)-4-(3,3-difluoroazetidin-1-yl)-2-[9H-fluoren-9-ylmethoxycarbonyl(methyl)amino]-4-oxobutanoic acid FC1(CN(C1)C(C[C@@H](C(=O)O)N(C)C(=O)OCC1C2=CC=CC=C2C=2C=CC=CC12)=O)F